N-[3-(5-fluoropyrimidin-2-yl)-4-methylphenyl]-5-oxo-1-pyridin-2-ylpyrrolidine-2-carboxamide FC=1C=NC(=NC1)C=1C=C(C=CC1C)NC(=O)C1N(C(CC1)=O)C1=NC=CC=C1